COC(C1=CC=C(C=C1)C(C(NC1=CC=2C(=CN=CC2)S1)=O)CN)=O 4-(3-amino-1-oxo-1-(thieno[2,3-c]pyridin-2-ylamino)propan-2-yl)benzoic acid methyl ester